2-(naphthalen-1-yl)propanoic acid C1(=CC=CC2=CC=CC=C12)C(C(=O)O)C